C(C)N(C(=S)SC(C(=O)OCC(CCCC)CC)SC(N(CC)CC)=S)CC 2-ethylhexyl 2,2-bis(diethylcarbamothioylsulfanyl)acetate